NC=1C2=C(N=CN1)N(C=C2C2=CC=C(C=C2)NC(=O)NC2=CC=C(C=C2)F)CCN2CCOCC2 1-(4-(4-amino-7-(2-morpholinoethyl)-7H-pyrrolo[2,3-d]pyrimidin-5-yl)phenyl)-3-(4-fluorophenyl)urea